C1=C(C=CC2=CC=CC=C12)C=CC=C(C#N)C1=CC=NC=C1 5-(naphthalen-2-yl)-2-(pyridin-4-yl)penta-2,4-dienenitrile